2,5-dibromobenzooxadiazole BrN1OC2=C(N1)C=C(C=C2)Br